14-bromo-2,3,5,6,8,9-hexahydronaphtho[2,3-b][1,4,7,10]tetraoxacyclododecin-13-amine BrC=1C(=CC2=CC3=C(OCCOCCOCCO3)C=C2C1)N